(((tetrahydro-2H-pyran-4-yl)amino)methyl)quinolin O1CCC(CC1)NCC1=NC2=CC=CC=C2C=C1